BrC1=C(C=CC=C1)N1CCC(CC1)O[Si](C)(C)C(C)(C)C [1-(2-bromophenyl)-4-piperidyl]oxy-tert-butyl-dimethyl-silane